COCCCNC(=O)OCC1=CC=C(C=C1)C=1SC=C(N1)C(=O)NC(C(=O)NC(C(=O)OC)=C)=C methyl 2-(2-(2-(4-((((3-methoxypropyl)carbamoyl)oxy)methyl)phenyl)thiazole-4-carboxamido)acrylamido)acrylate